5-(Trifluoromethyl)-1H-pyrazole-4-carboxamide FC(C1=C(C=NN1)C(=O)N)(F)F